C(C)OC(C(C1=C2N(C=N1)C[C@@H](C2)F)N2CC1=C(C=C(C=C1C2=O)C2=CC=C(C=C2)N2CC1(CN(C1)C(=O)OC(C)(C)C)C2)F)=O tert-butyl 6-(4-(2-(2-ethoxy-1-((R)-6-fluoro-6,7-dihydro-5H-pyrrolo[1,2-c]imidazol-1-yl)-2-oxoethyl)-7-fluoro-3-oxoisoindolin-5-yl) phenyl)-2,6-diazaspiro[3.3]heptane-2-carboxylate